ClC1=CC=C(C=C1)C1=C(COC(C1)(C)C)CN1CCN(CC1)CC=1C=C2CN(C(C2=CC1)=O)C1C(NC(CC1)=O)=O 3-(5-((4-((4-(4-chlorophenyl)-6,6-dimethyl-5,6-dihydro-2H-pyran-3-yl)methyl)piperazine-1-yl)methyl)-1-oxoisoindolin-2-yl)piperidine-2,6-dione